FC(C1=CC2=C(SC(=C2)C(N[C@H]2CCC[C@@H]3N(C2=O)[C@@H](CC3)C(=O)N3CC(C3)C=3C=NC=C(C3OC)F)=O)C=C1)P(O)(O)=O (fluoro(2-(((3S,6S,9aS)-3-(3-(5-fluoro-4-methoxypyridin-3-yl)azetidine-1-carbonyl)-5-oxooctahydro-1H-pyrrolo[1,2-a]azepin-6-yl)carbamoyl)benzo[b]thiophen-5-yl)methyl)phosphonic acid